NC1CC2CCC(C1)N2C=2N(C(C1=C(N2)NC=C1C=1C=C2C=NNC2=CC1)=O)C 2-(endo-3-amino-8-aza-bicyclo[3.2.1]octan-8-yl)-5-(1H-indazol-5-yl)-3-methyl-3,7-dihydro-4H-pyrrolo[2,3-d]pyrimidin-4-one